(2R,3R,4R)-3,4-bis(benzyloxy)-2-((benzyloxy)methyl)-5-methylene-6-phenoxytetrahydro-2H-pyran C(C1=CC=CC=C1)O[C@H]1[C@H](OC(C([C@H]1OCC1=CC=CC=C1)=C)OC1=CC=CC=C1)COCC1=CC=CC=C1